C(C)(C)(C)OC(N[C@H](C)CC=C)=O ((R)-pent-4-en-2-yl)carbamic acid tert-butyl ester